tert-butyl 3-[2-[2-[[2-[2,6-bis(oxidanylidene)piperidin-3-yl]-1-oxidanylidene-3H-isoindol-5-yl]oxy]ethoxy]ethoxy]propanoate O=C1NC(CCC1N1C(C2=CC=C(C=C2C1)OCCOCCOCCC(=O)OC(C)(C)C)=O)=O